iodo-1-(2-methoxyethyl)-1H-benzo[d]imidazole-6-carboxylic acid IC1=NC2=C(N1CCOC)C=C(C=C2)C(=O)O